ClC1=CC=C(C=C1)[C@H]1CC[C@H](C2=CC=CC=C12)NC |r| (1rs,4rs)-4-(4-chlorophenyl)-N-methyl-1,2,3,4-tetrahydro-1-naphthylamine